(R)-2-(2-fluoro-3-(trifluoromethyl)phenyl)-N-(5-fluoro-6-(4-(pyrrolidin-2-yl)-1H-imidazol-1-yl)pyridin-3-yl)acetamide FC1=C(C=CC=C1C(F)(F)F)CC(=O)NC=1C=NC(=C(C1)F)N1C=NC(=C1)[C@@H]1NCCC1